CC1=C(C2=C(N=CN=C2NC2(CC2)C)O1)C(=O)NC(C)(C)C1=CC=CC=C1 6-methyl-4-[(1-methylcyclopropyl)amino]-N-(2-phenylpropan-2-yl)furo[2,3-d]pyrimidine-5-carboxamide